Cl.CC1=NN=C(S1)CN (5-methyl-1,3,4-thiadiazol-2-yl)methanamine hydrochloride